1-methoxy-4-(4-((5-methyl-1H-pyrazol-3-yl)amino)-7H-pyrrolo[2,3-d]pyrimidin-2-yl)cyclohex-3-enecarboxylic acid COC1(CC=C(CC1)C=1N=C(C2=C(N1)NC=C2)NC2=NNC(=C2)C)C(=O)O